C(C1=CC=CC=C1)OC(=O)N1CCC(CC1)CC(OC)OC 4-(2,2-Dimethoxyethyl)piperidine-1-carboxylic acid benzyl ester